3,7-diazabicyclo[3.3.1]nonane-1,5-dicarboxylate C12(CNCC(CNC1)(C2)C(=O)[O-])C(=O)[O-]